N1=CC(=C2N1C=CC=N2)N2N=CC=1C=NC=CC12 (pyrazolo[1,5-a]pyrimidin-3-yl)-1H-pyrazolo[4,3-c]pyridine